1-(2-(butoxyimino)-7,7-dimethylbicyclo[2.2.1]hept-1-yl)-N-(4-methoxyphenyl)methanesulfonamide C(CCC)ON=C1C2(CCC(C1)C2(C)C)CS(=O)(=O)NC2=CC=C(C=C2)OC